FC1=CC=C(C=C1)N1N=C(C=C1S(=O)(=O)C)C(=O)NC=1C=C(C=C(C1)O)C1=C(C=CC(=C1)N1CCOCC1)C 1-(4-fluorophenyl)-N-(5-hydroxy-2'-methyl-5'-morpholino-[1,1'-biphenyl]-3-yl)-5-(methylsulfonyl)-1H-pyrazole-3-carboxamide